2-chloro-6H-thieno[2,3-b]pyrrole-5-carbohydrazide ClC1=CC2=C(NC(=C2)C(=O)NN)S1